NC=1C=NN(C1)CC(=O)[O-] 2-(4-Amino-1H-pyrazol-1-yl)acetate